BrCC=1C=NC(=NC1)C1=CC(=C(C=C1)F)OC 5-(bromomethyl)-2-(4-fluoro-3-methoxyphenyl)pyrimidine